BrC=1C=CC(=C(C(=NO)Cl)C1)F 5-bromo-2-fluoro-N-hydroxybenzimidoyl chloride